Lanthanum cerium neodymium [Nd].[Ce].[La]